eicosane-2,12-diol CC(CCCCCCCCCC(CCCCCCCC)O)O